C(C1=CC=CC=C1)C1(CC(CN1)CCCO)C 3-(5-Benzyl-5-methyl-pyrrolidin-3-yl)propan-1-ol